Furano[3,2-c]pyridin-4-amine O1C=CC=2C(=NC=CC21)N